4-(4-Methyl-8-(4-((4-(methylsulfonyl)piperidin-1-yl)methyl)phenyl)-3-oxo-1,3,4,7-tetrahydro-2H-pyrrolo[3',2':5,6]pyrido[3,4-d]pyrimidin-2-yl)benzoic acid trifluoroacetic acid salt FC(C(=O)O)(F)F.CN1C(N(CC2=C1C=NC1=C2C=C(N1)C1=CC=C(C=C1)CN1CCC(CC1)S(=O)(=O)C)C1=CC=C(C(=O)O)C=C1)=O